ClC1=CN=C2C(=N1)N(N=C2)CC(F)F 6-chloro-1-(2,2-difluoroethyl)-1H-pyrazolo[3,4-b]pyrazin